C(C)O/C=C/C=1C=CC(=C(C1)C(C(=O)O)C)C (E)-2-(5-(2-ethoxyvinyl)-2-methylphenyl)propanoic acid